(ethylamino)-8,10-difluoro-12H-benzothiopyrano[2,3-c]Quinolin-12-one C(C)NC1=C2C3=C(C=NC2=CC=C1)SC1=C(C3=O)C=C(C=C1F)F